S1C(=NC2=C1C=CC=C2)CN2CCC(CC2)C=2C=C1CN(C(C1=CC2F)=O)C2C(NC(CC2)=O)=O 3-(5-(1-(benzo[d]thiazol-2-ylmethyl)piperidin-4-yl)-6-fluoro-1-oxoisoindolin-2-yl)piperidine-2,6-dione